(2S)-2-amino-N-[2-(1,3-Benzodioxol-5-yl)-1-methyl-ethyl]-N-methyl-3-phenyl-propionamide N[C@H](C(=O)N(C)C(CC1=CC2=C(OCO2)C=C1)C)CC1=CC=CC=C1